[Si](C)(C)(C(C)(C)C)O[C@@H](CN1C[C@@H]2[C@](C1)(C[C@H](C2)OC2=CC=CC=C2)O)C=2C=C1CCC(NC1=C(C2)F)=O 6-((R)-1-((tert-butyldimethylsilyl)oxy)-2-((3aS,5S,6aR)-3a-hydroxy-5-phenoxyhexahydrocyclopenta[c]pyrrol-2(1H)-yl)ethyl)-8-fluoro-3,4-dihydroquinolin-2(1H)-one